tert-butyl 4-((4-((3-chloro-4-(pyridin-2-ylmethoxy)phenyl)amino)-6-nitroquinazolin-7-yl) ethynyl)-4-methylpiperidine-1-carboxylate ClC=1C=C(C=CC1OCC1=NC=CC=C1)NC1=NC=NC2=CC(=C(C=C12)[N+](=O)[O-])C#CC1(CCN(CC1)C(=O)OC(C)(C)C)C